5-oxa-2-azaspiro[3.4]Octane-7-one TFA salt OC(=O)C(F)(F)F.C1NCC12OCC(C2)=O